3-amino-4-((3aS,4S,6R,6aR)-6-(hydroxymethyl)-2,2-dimethyltetrahydrofuro[3,4-d][1,3]dioxol-4-yl)thiophene-2-carboxamide NC1=C(SC=C1[C@@H]1O[C@@H]([C@H]2OC(O[C@H]21)(C)C)CO)C(=O)N